2-hydroxypropyl nondecyl sulfoxide C(CCCCCCCCCCCCCCCCCC)S(=O)CC(C)O